4-(8-(1-acryloylpyrrolidin-3-yl)-5-aminoquinazolin-6-yl)-N-(3-fluoropyridin-2-yl)benzamide C(C=C)(=O)N1CC(CC1)C=1C=C(C(=C2C=NC=NC12)N)C1=CC=C(C(=O)NC2=NC=CC=C2F)C=C1